C(#N)C1=C(C=CC(=C1)C(=O)C1=CC=C2C(=CC=CN12)C1=C(C2=C(N(N=C2C=C1)C)Cl)Cl)NC(\C=C\CNC1CCC(CC1)OC)=O (E)-N-(2-cyano-4-(8-(3,4-dichloro-2-methyl-2H-indazol-5-yl)indolizine-3-carbonyl)phenyl)-4-(((1r,4r)-4-methoxycyclohexyl)amino)but-2-enamide